(R)-12-(3-(cyclopropylsulfonyl)-3-methylbut-1-yn-1-yl)-11-methoxy-3,3-dimethyl-8-oxo-2,3,8,13b-tetrahydro-1H-pyrido[2,1-a]pyrrolo[1,2-c]phthalazine-7-carboxylic acid C1(CC1)S(=O)(=O)C(C#CC1=CC=2[C@@H]3N(N4C(C2C=C1OC)=CC(C(=C4)C(=O)O)=O)C(CC3)(C)C)(C)C